(S)-1-(4-dimethylaminobutyl)-2-(3-pyridyl)pyrrolidine CN(CCCCN1[C@@H](CCC1)C=1C=NC=CC1)C